N,N'-Diphenyl-1,4-phenylendiamin C1(=CC=CC=C1)NC1=CC=C(C=C1)NC1=CC=CC=C1